3-bromo-N,N,N-trimethyl-1-propanaminium bromide [Br-].BrCCC[N+](C)(C)C